C(=O)(O)C=1C=C(N)C=C(C1)C(=O)O 3,5-dicarboxyaniline